Methyltaurate CNCCS(=O)(=O)[O-]